[Cl-].[Cl-].C1(=CC=CC=C1)[Hf](C1C(=CC2=C(C=CC=C12)C(C)C)C)(C1C(=CC2=C(C=CC=C12)C(C)C)C)[SiH2]C phenyl-(methyl)silanylbis(2-methyl-4-isopropyl-1-indenyl)hafnium dichloride